tert-butyl 3-[6-[(3S)-3-(trifluoromethyl)pyrrolidin-1-yl]-3-pyridyl]azetidine-1-carboxylate FC([C@@H]1CN(CC1)C1=CC=C(C=N1)C1CN(C1)C(=O)OC(C)(C)C)(F)F